NC1(COCC1)C(=O)OC methyl 3-aminotetrahydrofuran-3-carboxylate